2-[oxybis(2,1-ethyleneoxymethylene)]bisoxirane tert-butyl-3-(4-acetyl-1H-pyrazol-1-yl)pyrrolidine-1-carboxylate C(C)(C)(C)OC(=O)N1CC(CC1)N1N=CC(=C1)C(C)=O.O(CCOCC1OC1)CCOCC1OC1